N1=CN=C2NC=NC2=C1C=1C(=NC=CC1)NC=1C(=CC(=C(C1)NC(C1=NC=CC(=C1)C(F)(F)F)=O)C)C N-(5-((3-(9H-purin-6-yl)pyridin-2-yl)amino)-2,4-dimethylphenyl)-4-(trifluoromethyl)picolinamide